C(C1=CC=CC=C1)N(C(CC1=C(N=C2N1C=CC(=C2)C)C2=CC=C(C=C2)OC)=O)CC N-benzyl-N-ethyl-2-[2-(4-methoxyphenyl)-7-methyl-imidazo[1,2-a]pyridin-3-yl]-acetamide